C(C1=CC=CC=C1)OC1=CC(=NC=C1)CO (4-(benzyloxy)pyridin-2-yl)methanol